2,3-Di-O-hydroxyisobutyl-ascorbic acid OOC=1C(=O)O[C@@](C1OO)([C@@H](O)CO)CC(C)C